3-(3-(4-(pyridin-3-ylmethoxy)phenoxy)azetidin-1-yl)-2-(1H-pyrrole-1-yl)benzoic acid N1=CC(=CC=C1)COC1=CC=C(OC2CN(C2)C=2C(=C(C(=O)O)C=CC2)N2C=CC=C2)C=C1